ethyl 2-(3-(isoquinolin-4-yl)ureido)-5-(2,2,2-trifluoroethyl)cyclopent-1-ene-1-carboxylate C1=NC=C(C2=CC=CC=C12)NC(NC1=C(C(CC1)CC(F)(F)F)C(=O)OCC)=O